N1C(=NC2=C1C=CC=C2)[C@@H]2[C@H](C2)C(=O)NC2(CC2)C(=O)NC2=CC(=CC(=C2)C(F)(F)F)F 1-((1S,2S)-2-(1H-benzo[d]imidazol-2-yl)cyclopropane-1-carboxamido)-N-(3-fluoro-5-(trifluoromethyl)phenyl)cyclopropane-1-carboxamide